2,3-dimethoxy-5-nitro-pyridine COC1=NC=C(C=C1OC)[N+](=O)[O-]